FC1=C(C(=C(C(=C1[B-](C1=C(C(=C(C(=C1F)F)F)F)F)(C1=C(C(=C(C(=C1F)F)F)F)F)C1=C(C(=C(C(=C1F)F)F)F)F)F)F)F)F.C[NH+](C1=CC=CC=C1)C N,N-dimethylanilinium tetrakis(pentafluorophenyl)-borate